3-((3R,4S)-1-(2-chloro-4-fluorophenethyl)-3-((dimethylamino)methyl)-4-hydroxypiperidin-4-yl)benzamide ClC1=C(CCN2C[C@H]([C@](CC2)(O)C=2C=C(C(=O)N)C=CC2)CN(C)C)C=CC(=C1)F